3-(2-(Pyridin-4-yl)ethyl)-1-((2-(trimethylsilyl)ethoxy)methyl)-1H-indazole N1=CC=C(C=C1)CCC1=NN(C2=CC=CC=C12)COCC[Si](C)(C)C